4-(tert-butyl)-N-(quinoline-2-carbonothioyl)benzamide C(C)(C)(C)C1=CC=C(C(=O)NC(=S)C2=NC3=CC=CC=C3C=C2)C=C1